4-(2-(2-ethoxyethoxy)ethyl) 1-(2-(methylsulfonyl)ethyl) 2-methylenesuccinate C=C(C(=O)OCCS(=O)(=O)C)CC(=O)OCCOCCOCC